ClCCCCC=O 5-chloropentanal